tert-Butyl (4-cyanobenzyl)(methyl)carbamate C(#N)C1=CC=C(CN(C(OC(C)(C)C)=O)C)C=C1